[4-(2-hydroxyethoxy)phenyl]propan-1-one OCCOC1=CC=C(C=C1)C(CC)=O